D-2,4-difluorophenyl-alanine tert-butyl-((3R,4R,5S)-1-(5-amino-2,3-dihydrofuro[2,3-b]pyridin-4-yl)-4-{[tert-butyl(dimethyl)silyl]oxy}-5-methylpiperidin-3-yl)carbamate C(C)(C)(C)N(C(O)=O)[C@@H]1CN(C[C@@H]([C@H]1O[Si](C)(C)C(C)(C)C)C)C1=C2C(=NC=C1N)OCC2.FC2=C(C=CC(=C2)F)N[C@H](C)C(=O)O